isopropyl (R or S)-(1,1,1,3,3,3-hexa-fluoro-2-(3-(2-(5-fluorothiophen-2-yl)ethyl)-1-(2-(6-methylpyridin-3-yl)propan-2-yl)pyrrolidin-3-yl)propan-2-yl)carbamate FC(C(C(F)(F)F)([C@]1(CN(CC1)C(C)(C)C=1C=NC(=CC1)C)CCC=1SC(=CC1)F)NC(OC(C)C)=O)(F)F |o1:7|